5-[4-[2-[4-(6-hydroxyhexoxy)phenyl]ethynyl]benzoyl]oxy-2-(4-iodobenzoyl)oxy-benzoate OCCCCCCOC1=CC=C(C=C1)C#CC1=CC=C(C(=O)OC=2C=CC(=C(C(=O)[O-])C2)OC(C2=CC=C(C=C2)I)=O)C=C1